2-(4-(2-(((R)-((R)-8-cyano-1,2,3,4-tetrahydroquinoxalin-2-yl)(3-fluorophenyl)methyl)amino)ethyl)phenyl)acetic acid C(#N)C=1C=CC=C2NC[C@@H](NC12)[C@@H](C1=CC(=CC=C1)F)NCCC1=CC=C(C=C1)CC(=O)O